[1,3]Oxazine-2-carboxylic acid ethyl ester C(C)OC(=O)C1OC=CC=N1